(2S)-2-acetamido-4-(methylsulfinyl)butanoic acid C(C)(=O)N[C@H](C(=O)O)CCS(=O)C